F[C@@H]1CN(CC[C@H]1NC1=NC=C(C(=N1)[Sn](C)(C)C)C(F)(F)F)C(=O)OC(C)(C)C Tert-butyl (3R,4R)-3-fluoro-4-[[5-(trifluoromethyl)-4-trimethylstannylpyrimidin-2-yl]amino]piperidine-1-carboxylate